ClC1=CC2=C(N(C(C(N2C)=O)=O)C2CCN(CC2)C2=NC=C(C=N2)C(=O)NCC2CC2)N=C1 2-(4-(7-chloro-1-methyl-2,3-dioxo-2,3-dihydropyrido[2,3-b]pyrazin-4(1H)-yl)piperidine-1-yl)-N-(cyclopropylmethyl)pyrimidine-5-carboxamide